FC=1C(=NC=NC1N(CC1=CC=CC2=CC=CC=C12)C)NCC1=CC=C(C=C1)CC(=O)N 2-[4-[[[5-fluoro-6-[methyl(1-naphthylmethyl)amino]pyrimidin-4-yl]amino]methyl]phenyl]acetamide